FC(CN1N=CC=C1)(F)F 1-(2,2,2-trifluoroethyl)-1H-pyrazol